COC(=O)[C@@H]1OC2(O[C@H]1C1=C(C=CC=C1)Cl)CCCCC2 (2R,3S)-methyl-3-(2-chlorophenyl)-1,4-dioxaspiro[4.5]decane-2-carboxylate